N1=CC=C(C=C1)NC1=NC=CC(=C1)C=1C=C2C(=NNC2=CC1)N 5-(2-(pyridine-4-ylamino)pyridine-4-yl)-1H-indazol-3-amine